ethynyl-dimethoxymethylsilane C(#C)[SiH2]C(OC)OC